2-(2,6-dibromo-4-(tert-butyl)phenyl)benzene-1,2-diamine BrC1=C(C(=CC(=C1)C(C)(C)C)Br)C1(C(C=CC=C1)N)N